4-Bromo-7-fluoro-1,3-dihydroisobenzofuran BrC1=C2COCC2=C(C=C1)F